4-((1H-pyrazol-1-yl)methyl)-N-((2,6-dimethoxyphenyl)sulfonyl)-3-methoxybenzamide N1(N=CC=C1)CC1=C(C=C(C(=O)NS(=O)(=O)C2=C(C=CC=C2OC)OC)C=C1)OC